O=C1NC(CCC1N1C(C2=CC=C(C=C2C1=O)CN1CCC(CC1)C=1C2=C(N=CN1)SC=C2)=O)=O 2-(2,6-dioxopiperidin-3-yl)-5-((4-(thieno[2,3-d]pyrimidin-4-yl)piperidin-1-yl)methyl)isoindoline-1,3-dione